COC[C@@H]1N(CCN(C1)[C@H]1CNCC1)C (R)-2-(Methoxymethyl)-1-methyl-4-((R)-pyrrolidin-3-yl)piperazine